C(C)(C)(C)OC(=O)N1CCNCC1.NC1=C(C(=NC(=N1)N1CCC(CC1)(CO)N)C(=O)N)C1=C(C(=CC=C1)Cl)Cl 6-amino-2-[4-amino-4-(hydroxymethyl)piperidin-1-yl]-5-(2,3-dichlorophenyl)pyrimidine-4-carboxamide tert-butyl-piperazine-1-carboxylate